C1=C(C=CC2=CC=CC=C12)C(=O)C12[C@@](CC(C1)C2)(C[Si](C2=CC=CC=C2)(C2=CC=CC=C2)C(C)(C)C)C=2C=C1C=CC(OC1=CC2)=O |r| (rac)-6-((1R,2S,4S)-1-(2-naphthoyl)-2-((tert-butyldiphenylsilyl)methyl)bicyclo[2.1.1]hexan-2-yl)-2H-chromen-2-one